(S)-8-(2-amino-6-((R)-1-(4'-carboxy-3'-hydroxy-[1,1'-biphenyl]-4-yl)-2,2,2-trifluoroethoxy)pyrimidin-4-yl)-2,8-diazaspiro[4.5]decane-3-carboxylic acid NC1=NC(=CC(=N1)N1CCC2(C[C@H](NC2)C(=O)O)CC1)O[C@@H](C(F)(F)F)C1=CC=C(C=C1)C1=CC(=C(C=C1)C(=O)O)O